tert-Butyl 4-((2-(3-cyclopropyl-4-(methoxycarbonyl)phenyl)-4-(2,2-difluoroethyl)piperazin-1-yl)methyl)-5-methoxy-7-methyl-1H-indole-1-carboxylate C1(CC1)C=1C=C(C=CC1C(=O)OC)C1N(CCN(C1)CC(F)F)CC1=C2C=CN(C2=C(C=C1OC)C)C(=O)OC(C)(C)C